C(C)(=O)C1=NN(C2=C(C=C(C=C12)C=1C=NC(=NC1)C)C)CC(=O)N1[C@@H]2C[C@@]2(C[C@H]1C(=O)NC1=NC(=CC=C1C)Br)C#N (1R,3S,5S)-2-(2-(3-acetyl-7-methyl-5-(2-methylpyrimidin-5-yl)-1H-indazol-1-yl)acetyl)-N-(6-bromo-3-methylpyridin-2-yl)-5-cyano-2-azabicyclo[3.1.0]hexane-3-carboxamide